ClCC(=O)O.ClC=1C(=C(C(=O)C2=CC=CC=C2)C=CC1)C1=NC(=NN1)CCl chloro-2-(3-chloromethyl-S-triazolyl)benzophenone chloroacetate